C12C(CC(CC1)C2)CC=2NC(=NN2)C(=O)NC2=NC=CC(=C2)C2=C(C=CC(=C2)OCCCC(C)(C)O)C 5-(bicyclo[2.2.1]heptan-2-ylmethyl)-N-(4-(5-((4-hydroxy-4-methylpentyl)oxy)-2-methylphenyl)pyridin-2-yl)-4H-1,2,4-triazole-3-carboxamide